FC1=C(C(=CC=C1)C)N1CCC(CC1)N1C(NC2=C(C1)N=C(S2)C)=O 6-[1-(2-Fluoro-6-methyl-phenyl)-piperidin-4-yl]-2-methyl-6,7-dihydro-4H-thiazolo[5,4-d]pyrimidin-5-one